C1(=CC=CC=C1)[C@@H](C)NC=1C2=C(N=CN1)NC=C2 N-[(1R)-1-phenylethyl]-7H-pyrrolo[2,3-d]Pyrimidine-4-amine